FC(F)(F)N[C@H](CS)C(=O)O (S)-(trifluoromethyl)-L-cysteine